lithium nickel cobalt manganese silicate [Si]([O-])([O-])([O-])[O-].[Mn+2].[Co+2].[Ni+2].[Li+]